FC1=C(C(=C(C(=C1[B-](C1=C(C(=C(C(=C1F)F)F)F)F)(C1=C(C(=C(C(=C1F)F)F)F)F)C1=C(C(=C(C(=C1F)F)F)F)F)F)F)F)F.C[NH+](C1=CC=CC=C1)C dimethyl-phenyl-ammonium tetrakis(pentafluorophenyl)borate salt